2-(2-(2-oxo-7-((3-sulfopropyl)amino)-2H-chromen-3-yl)thiazol-4-yl)Acetic acid O=C1OC2=CC(=CC=C2C=C1C=1SC=C(N1)CC(=O)O)NCCCS(=O)(=O)O